CC1C(NC2=C(O1)C(=CC(=C2)C(=O)N[C@H](C)C=2C=NC(=NC2)C(F)(F)F)C=2SC(=CN2)C)=O 2-methyl-8-(5-methylthiazol-2-yl)-3-oxo-N-((R)-1-(2-(trifluoromethyl)pyrimidin-5-yl)ethyl)-3,4-dihydro-2H-benzo[b][1,4]Oxazine-6-carboxamide